1-(3-fluoro-1-methylindazol-5-yl)methanamine FC1=NN(C2=CC=C(C=C12)CN)C